Cyanomethyl N-Methyl-N-phenyldithiocarbamate CN(C(SCC#N)=S)C1=CC=CC=C1